FC(C=1C(NC2=CC(=C(C=C2N1)F)F)=O)F 3-difluoromethyl-6,7-difluoroquinoxalinone